C(C)(C)(C)NCCC=1C=C(C=C(C1)O)O 5-[2-(tert-butylamino)ethyl]benzene-1,3-diol